3-((Fluoromethyl)sulfonyl)-N-((2-(1-(2-methoxyethyl)-1H-pyrazolo[3,4-b]pyridin-4-yl)-1,6-naphthyridin-7-yl)methyl)benzofuran-5-carboxamide FCS(=O)(=O)C1=COC2=C1C=C(C=C2)C(=O)NCC2=NC=C1C=CC(=NC1=C2)C2=C1C(=NC=C2)N(N=C1)CCOC